(3-oxo-3-(3-oxo-3,4-dihydroquinoxalin-1(2H)-yl)propyl)acetamide O=C(CCCC(=O)N)N1CC(NC2=CC=CC=C12)=O